(E)-hexadecyl-nitrogen C(CCCCCCCCCCCCCCC)[N]